1,3-Diisopropyl-4,5-dimethylimidazolium-2-carboxylat C(C)(C)N1C(=[N+](C(=C1C)C)C(C)C)C(=O)[O-]